ditert-butyl chloromethyl phosphate P(=O)(OC(C)(C)C)(OC(C)(C)C)OCCl